IC1=CC=C(C=N1)NC(=O)C1=CN(C=C(C1=O)C1=CC=C(C=C1)C)CC1CCOCC1 N-(6-iodopyridin-3-yl)-5-(4-methylphenyl)-4-oxo-1-(tetrahydro-2H-pyran-4-ylmethyl)-1,4-dihydropyridine-3-carboxamide